1-(2-propen-1-yl)-pyrazole-4-boronic acid pinacol ester C(C=C)N1N=CC(=C1)B1OC(C)(C)C(C)(C)O1